(1R,3S,5S)-5-(((3-Allylbenzyl)oxy)methyl)-N-(6-bromo-3-methylpyridin-2-yl)-2-azabicyclo[3.1.0]hexane-3-carboxamide Trifluoroacetic Acid Salt FC(C(=O)O)(F)F.C(C=C)C=1C=C(COC[C@]23C[C@H](N[C@@H]3C2)C(=O)NC2=NC(=CC=C2C)Br)C=CC1